5-bromoisophthalic acid chloride BrC=1C=C(C=C(C(=O)Cl)C1)C(=O)Cl